ClC=1C=CC(=NC1)S(=O)(=O)N1C[C@@H](C(C1)=C)OC1=CC(=C(C#N)C=C1O)F (R)-4-((1-((5-chloropyridin-2-yl)sulfonyl)-4-methylenepyrrolidin-3-yl)oxy)-2-fluoro-5-hydroxybenzonitrile